BrC=1C=C2C(=NC1)N(C=C2C2=CC=C(C=C2)S(=O)(=NC2CC2)C)S(=O)(=O)CC2=CC=CC=C2 5-bromo-3-(4-(N-cyclopropyl-S-methylsulphonimidoyl)phenyl)-1-toluenesulfonyl-1H-pyrrolo[2,3-b]pyridine